O=C1N(CC2=CC(=CC=C12)C1CCN(CC1)CC=1C=NC=CC1)C1C(NC(CC1)=O)=O 3-(1-oxo-5-(1-(pyridin-3-ylmethyl)piperidin-4-yl)isoindolin-2-yl)piperidine-2,6-dione